3-bromo-6-fluoro-2-hydroxybenzoic acid methyl ester COC(C1=C(C(=CC=C1F)Br)O)=O